1-propyl-1-butylpyrrolidinium bis(pentafluoroethanesulfonyl)imide salt [N-](S(=O)(=O)C(F)(F)C(F)(F)F)S(=O)(=O)C(F)(F)C(F)(F)F.C(CC)[N+]1(CCCC1)CCCC